COC(OC)[SiH2]CC1CCCCC1 dimethoxymethyl(cyclohexylmethyl)silane